C(#N)[C@H]1N(CSC1)C(CNC(=O)C1=CC=NC2=CC=C(C=C12)N1CC(C1)(CC(F)(F)F)C)=O (R)-N-(2-(4-Cyanothiazolidin-3-yl)-2-oxoethyl)-6-(3-methyl-3-(2,2,2-trifluoroethyl)azetidin-1-yl)quinoline-4-carboxamide